CC=CCCCO 7-oxa-hept-2-ene